C(C)C1=CC(=NC=N1)OCC1=C(N=NN1C)C1=CC=C(C(=N1)C)OC1CC(CCCC1)C(=O)O (±)-3-((6-(5-(((6-ethylpyrimidin-4-yl)oxy)methyl)-1-methyl-1H-1,2,3-triazol-4-yl)-2-methylpyridin-3-yl)oxy)cycloheptane-1-carboxylic acid